6-amino-1,2,3,4,5-hexanepentaol NCC(C(C(C(CO)O)O)O)O